2-Amino-N-{1-[8-chloro-5-(1-methyl-1H-pyrazol-4-yl)imidazo[1,5-a]pyridin-6-yl]ethyl}pyrazolo[1,5-a]pyrimidine-3-carboxamide trifluoroacetate salt FC(C(=O)O)(F)F.NC1=NN2C(N=CC=C2)=C1C(=O)NC(C)C=1C=C(C=2N(C1C=1C=NN(C1)C)C=NC2)Cl